COC1=CC=C(C=C1)C1=C(NC=2N(C1=O)N=C(C2C2=CC=CC=C2)C2=CC=CC=C2)NC=2C(=NC=CC2)C(=O)N ((6-(4-methoxyphenyl)-7-oxo-2,3-diphenyl-4,7-dihydropyrazolo[1,5-a]pyrimidin-5-yl)amino)picolinamide